2-(4-((2-acetamidothiazol-5-yl)methyl)piperazin-1-yl)-N-(thiazol-2-yl)acetamide C(C)(=O)NC=1SC(=CN1)CN1CCN(CC1)CC(=O)NC=1SC=CN1